O=C1CC=2C(C3=CC=CC=C3SC2C=C1)=O 2-keto-9H-thioxanthone